CN1C(CCC2=CC(=CC=C12)C=1C=C(C=NC1)CNS(=O)(=O)CC(F)(F)F)=O 2,2,2-Trifluoro-ethanesulfonic acid [5-(1-methyl-2-oxo-1,2,3,4-tetrahydro-quinolin-6-yl)-pyridin-3-ylmethyl]-amide